C(C1=CC=CC=C1)N(C(O)=O)[C@@H](COC1CCC(CC1)C(F)(F)F)[C@H](C)OCC12COC(CC1)CC2.C2(CC2)C(\C=C\N(C)C)=O (E)-1-cyclopropyl-3-(dimethylamino)prop-2-en-1-one benzyl-((2S,3S)-3-((2-oxabicyclo[2.2.2]octan-4-yl)methoxy)-1-((4-(trifluoromethyl)cyclohexyl)oxy)butan-2-yl)carbamate